di(trimethylsilyl)ethylamine C[Si](C)(C)C(CN)[Si](C)(C)C